CN1C(NC2=C1C(=CC=C2)CCCCCCOC2CCNCC2)=O 3-Methyl-2-oxo-4-[6-(4-piperidyloxy)hexyl]benzimidazol